4-((4-(Tert-butyl)benzyl)oxy)-N-(4-(hydroxycarbamoyl)benzyl)quinoline-2-carboxamide C(C)(C)(C)C1=CC=C(COC2=CC(=NC3=CC=CC=C23)C(=O)NCC2=CC=C(C=C2)C(NO)=O)C=C1